C1(CCC1)C=1C=C(C[C@@H]2N(CCC[C@@H]2NS(=O)(=O)C)C(=O)OC)C=CC1 methyl cis-2-(3-cyclobutylbenzyl)-3-((methylsulfonyl)amino)piperidine-1-carboxylate